N2-(5-chloro-2-(2-methoxyethoxy)phenyl)-N5-cyclopropylthiophene-2,5-dicarboxamide ClC=1C=CC(=C(C1)NC(=O)C=1SC(=CC1)C(=O)NC1CC1)OCCOC